6-chloro-4-iodo-N-(methyl-d3)-2,7-naphthyridin-1-amine ClC=1C=C2C(=CN=C(C2=CN1)NC([2H])([2H])[2H])I